3-[(4-hydroxy-1-{[(3R,4R)-1-(2-methylbenzyl)-3-phenylpiperidin-4-yl]carbonyl}piperidin-4-yl)methyl]-7-methyl-3,7-dihydro-4H-pyrrolo[2,3-d]pyrimidin-4-one OC1(CCN(CC1)C(=O)[C@H]1[C@@H](CN(CC1)CC1=C(C=CC=C1)C)C1=CC=CC=C1)CN1C=NC2=C(C1=O)C=CN2C